3-amino-6-butan-2-yl-4-(7-fluoro-1H-indazol-4-yl)-1H-1,7-phenanthrolin-2-one NC=1C(NC2=C3C=CC=NC3=C(C=C2C1C1=C2C=NNC2=C(C=C1)F)C(C)CC)=O